2-(4-(3-fluoro-5-methoxy-4-((4-trityl-4H-1,2,4-triazol-3-yl)methoxy)phenyl)-3,6-dimethyl-2-oxo-2,3-dihydro-1H-benzo[d]imidazol-1-yl)-N-(4-fluorophenyl)acetamide FC=1C=C(C=C(C1OCC1=NN=CN1C(C1=CC=CC=C1)(C1=CC=CC=C1)C1=CC=CC=C1)OC)C1=CC(=CC=2N(C(N(C21)C)=O)CC(=O)NC2=CC=C(C=C2)F)C